OC(COC=1C=C(C=2N(C1)N=CC2C#N)C=2C=NC(=CC2)N2CC1N(C(C2)C1)CC1=NC=CC=N1)(C)C 6-(2-Hydroxy-2-methylpropyloxy)-4-(6-(6-(pyrimidin-2-ylmethyl)-3,6-diazabicyclo[3.1.1]hept-3-yl)pyridin-3-yl)pyrazolo[1,5-a]pyridine-3-carbonitrile